(R)-N-((1r,3R)-1-(5-bromopyrimidin-2-yl)-3-cyano-3-methylcyclobutyl)-2-methylpropane-2-sulfinamide BrC=1C=NC(=NC1)C1(CC(C1)(C)C#N)N[S@](=O)C(C)(C)C